bis(p-dimethylaminostyryl)-p-toluenesulfonylmethane CN(C1=CC=C(C=CC(S(=O)(=O)C2=CC=C(C)C=C2)C=CC2=CC=C(C=C2)N(C)C)C=C1)C